C(C)(C)(C)[Si](O[C@@H]1C[C@@H](OC2=C1C=C(C=C2)Cl)C(=O)NN)(C)C |r| rac-(2R,4R)-4-{[tert-butyl-(dimethyl)silyl]oxy}-6-chloro-3,4-dihydro-2H-1-benzopyran-2-carboxylic acid hydrazide